BrC=1C=CC(=C2C=C(N=CC12)Cl)CCCO 3-(8-bromo-3-chloroisoquinolin-5-yl)propan-1-ol